(2,6-di-tert-butylphenyl) phosphite P(OC1=C(C=CC=C1C(C)(C)C)C(C)(C)C)([O-])[O-]